5'-(4-fluorophenyl)-3'-isopropyl-N-(5-(1-methylpiperidin-4-yl)pyridin-2-yl)-1H,3'H-[2,4'-biimidazole]-4-carboxamide FC1=CC=C(C=C1)C1=C(N(C=N1)C(C)C)C=1NC=C(N1)C(=O)NC1=NC=C(C=C1)C1CCN(CC1)C